[1,4]oxaazepan-4-yl triflate O(S(=O)(=O)C(F)(F)F)N1CCOCCC1